1-Amino-4-anilino-9,10-dioxoanthracen NC1=CC=C(C=2C(C3=CC=CC=C3C(C12)=O)=O)NC1=CC=CC=C1